N-(2-(1H-pyrazol-5-yl)benzyl)-5-(4-aminopiperidin-1-yl)-3-isopropyl-2H-pyrazolo[4,3-d]pyrimidin-7-amine N1N=CC=C1C1=C(CNC=2C=3C(N=C(N2)N2CCC(CC2)N)=C(NN3)C(C)C)C=CC=C1